4-({(2S)-2-[4-{5-chloro-2-[4-(trifluoromethyl)-1H-1,2,3-triazol-1-yl]phenyl}-5-methoxy-2-oxopyridin-1(2H)-yl]butanoyl}-amino)-2-fluorobenzamide ClC=1C=CC(=C(C1)C1=CC(N(C=C1OC)[C@H](C(=O)NC1=CC(=C(C(=O)N)C=C1)F)CC)=O)N1N=NC(=C1)C(F)(F)F